1-{4-[(2S)-2,3-dihydro-1,4-benzodioxin-2-yl]benzyl}piperidine-4-carboxylic acid O1[C@H](COC2=C1C=CC=C2)C2=CC=C(CN1CCC(CC1)C(=O)O)C=C2